(2R,3R,4R,5S)-1-(3-chloro-2,6-difluorophenylethyl)-2-(hydroxymethyl)piperidine-3,4,5-triol ClC=1C(=C(C(=CC1)F)CCN1[C@@H]([C@H]([C@@H]([C@H](C1)O)O)O)CO)F